[PH2](OC(C1=C(C=C(C=C1C)C)C)=O)=O 2,4,6-trimethylbenzoyl phosphinate